C(CCNC(=O)C=1C(OC2=C(C(=CC=C2C1)O)O)=N)NC(=O)C=1C(OC2=C(C(=CC=C2C1)O)O)=N N,N'-(Propane-1,3-diyl)bis(7,8-dihydroxy-2-imino-2H-chromene-3-carboxamide)